ClC1=C(C=CC=C1C1=C(C(=NC=C1)C1=CC(=C(C=C1)CN1CCC(CC1)O)OC)Cl)C1=CC=C(C(=N1)OC)CNC1CCN(CC1)C(COC)=O 1-(4-(((6-(2-Chloro-3-(3-chloro-2-(4-((4-hydroxypiperidin-1-yl)methyl)-3-methoxyphenyl)pyridin-4-yl)phenyl)-2-methoxypyridin-3-yl)methyl)amino)piperidin-1-yl)2-methoxyethan-1-one